FC1(CC(CC1)CN1N=C(C(=C1)C)OC(C)(F)F)F 1-((3,3-difluorocyclopentyl)methyl)-3-(1,1-difluoroethoxy)-4-methyl-1H-pyrazole